C(C)(C)(C)OC(=O)N1CC2=CC(=CC=C2CC1)OCC=1N=NC=CC1 7-((Pyridazin-3-yl)methoxy)-3,4-dihydroisoquinoline-2(1H)-carboxylic acid tert-butyl ester